C1(CCCCC1)CN1C2=C(C(=C(C1=O)O)C(=O)O)SC=C2 4-(cyclohexylmethyl)-6-hydroxy-5-oxo-4,5-dihydrothieno[3,2-b]pyridine-7-carboxylic acid